trans-8-((4-((cyclopropylmethyl)(3-fluorophenyl)amino)cyclohexyl)(methyl)amino)-5-methyl-6-oxo-5,6-dihydro-1,5-naphthyridine-2-carbonitrile C1(CC1)CN([C@@H]1CC[C@H](CC1)N(C1=CC(N(C=2C=CC(=NC12)C#N)C)=O)C)C1=CC(=CC=C1)F